CN1N=C(C2=CC(=CC=C12)CN(CCC1=CC=C(C=C1)NC(=O)C1=C(C=C(C(=C1)OC)OC)NC(=O)C=1OC2=CC=C(C=C2C(C1)=O)C)CC=1C=NC=CC1)C N-(2-((4-(2-(((1,3-Dimethyl-1H-indazol-5-yl)methyl)(pyridin-3-ylmethyl)amino)ethyl)phenyl)carbamoyl)-4,5-dimethoxyphenyl)-6-methyl-4-oxo-4H-chromene-2-carboxamide